FC(OC1=CC=C(C=C1)N1N=NN=C1S)(F)F 1-(4-(trifluoromethoxy)phenyl)-1H-tetrazole-5-thiol